5-(2,2-Difluoro-7-((5-methoxy-7-methyl-1H-indol-4-yl)methyl)-7-azaspiro[3.5]nonan-6-yl)-6-(methylamino)picolinic acid FC1(CC2(C1)CC(N(CC2)CC2=C1C=CNC1=C(C=C2OC)C)C=2C=CC(=NC2NC)C(=O)O)F